sulfonylbis[2,6-bis(methoxymethyl)phenol] S(=O)(=O)(C=1C(=C(C(=CC1)COC)O)COC)C=1C(=C(C(=CC1)COC)O)COC